2-[[(3S)-3-fluoropyrrolidin-1-yl]methyl]-6-[3-[1-(4-methyl-1,2,4-triazol-3-yl)cyclobutyl]phenyl]-4-(trifluoromethyl)-1H-pyrrolo[2,3-c]pyridin-7-one F[C@@H]1CN(CC1)CC1=CC2=C(C(N(C=C2C(F)(F)F)C2=CC(=CC=C2)C2(CCC2)C2=NN=CN2C)=O)N1